C1(CCC(CC1)C(C)C)(C)OC(C)O (1-menthoxy)ethan-1-ol